4-(2-(Benzyloxy)ethoxy)-2-(1H-imidazol-1-yl)-6-nitroquinoline C(C1=CC=CC=C1)OCCOC1=CC(=NC2=CC=C(C=C12)[N+](=O)[O-])N1C=NC=C1